C(C)OC([C@H](CCCCN1C(C2C3(C(=C(C(C2(C1=O)Br)(C3=O)C)C3=CC=CC=C3)C3=CC=CC=C3)C)=O)N)=O Ethyl-(2S)-2-amino-6-(3a-bromo-4,7-dimethyl-1,3,8-trioxo-5,6-diphenyl-1,3,3a,4,7,7a-hexahydro-2H-4,7-methanoisoindol-2-yl)hexanoat